1-(fluorosulfonyl)-2,3-dimethyl-1H-imidazole FS(=O)(=O)N1C(N(C=C1)C)C